ClC1=C(C(=CC(=C1)C(NC=1SC=C(N1)C1=C(C(=CC=C1)C(C)OCCCCCC)OC)=O)Cl)C=C(C(=O)O)C 3-(2,6-dichloro-4-{4-[3-(1-hexyloxyethyl)-2-methyloxyphenyl]thiazole-2-yl-carbamoyl}phenyl)-2-methylacrylic acid